NC1=C(C=C(C=N1)NC(C(N1C[C@@H]2CC[C@H]([C@H]1C1=CC=CC=C1)C2)=O)=O)C N-(6-amino-5-methyl-3-pyridyl)-2-oxo-2-[(1R,4S,5S)-4-phenyl-3-azabicyclo[3.2.1]octan-3-yl]acetamide